5-ethyl-pyridine-2,3-dicarboxylic acid ethyl ester C(C)OC(=O)C1=NC=C(C=C1C(=O)O)CC